3-(4-benzyl-5-(methylthio)-4H-1,2,4-triazol-3-yl)propan-1-ol C(C1=CC=CC=C1)N1C(=NN=C1SC)CCCO